BrC1=C(C=C(CNC(OC(C)(C)C)=O)C=C1)F tert-butyl (4-bromo-3-fluorobenzyl)carbamate